ClC1=CC=C(C=C1)C=1C=C(C(N(N1)C=1C=NN(C1)C)=O)C(=O)NCC(CO)O 6-(4-chlorophenyl)-N-(2,3-dihydroxypropyl)-2-(1-methyl-1H-pyrazol-4-yl)-3-oxo-2,3-dihydropyridazine-4-carboxamide